tert-butyl (R)-4-((7-methoxy-2-methyl-4-((1-(3-nitro-5-(trifluoromethyl)phenyl)ethyl)amino)quinazolin-6-yl)oxy)piperidine-1-carboxylate COC1=C(C=C2C(=NC(=NC2=C1)C)N[C@H](C)C1=CC(=CC(=C1)C(F)(F)F)[N+](=O)[O-])OC1CCN(CC1)C(=O)OC(C)(C)C